NC1=NC(=CC(=N1)N1C(C2=CC=CC=C2C=C1)=O)C1=CC(=CC=C1)OC 2-(2-Amino-6-(3-methoxyphenyl)pyrimidin-4-yl)isoquinolin-1(2H)-one